ClC1=C(C(=CC=C1Cl)OCOCC[Si](C)(C)C)[C@H]1CC(N[C@@H]1C)=O |o1:17,21| (4R,5R)-rel-4-(2,3-dichloro-6-[[2-(trimethylsilyl)ethoxy]methoxy]phenyl)-5-methyl-pyrrolidin-2-one